2,5-diisopropylterephthalic acid C(C)(C)C1=C(C(=O)O)C=C(C(=C1)C(=O)O)C(C)C